COC1=C(C2=CC=CC=C2C=C1)C1=C(C(=CC=C1)C1=C(C=CC2=CC=CC=C12)OC)C=1C(=C(C(=CC1)OC)PC1=CC=CC(=C1S(=O)(=O)O)[Si](C)(C)C)OC 6-{[2,6-bis(2-methoxy-1-naphthyl)phenyl-(2,6-dimethoxyphenyl)]-phosphino}-2-trimethylsilyl-benzenesulphonic acid